C(C1=CC=CC=C1)(=O)[O-].[Na+].C(C)[SiH]([SiH2][SiH3])O monoethyltrisilanol sodium benzoate